FC1=C(C=CC=C1)C(=C)C1=NNC2=NC(=CN=C21)N2CCC1(CC2)[C@@H](C2=CC=CC=C2C1)N (S)-1'-(3-(1-(2-fluorophenyl)vinyl)-1H-pyrazolo[3,4-b]pyrazin-6-yl)-1,3-dihydro-spiro[inden-2,4'-piperidin]-1-amine